ClC1=C(C=C(C=C1)C(F)(F)F)C(C(F)(F)F)=O chloro-5'-trifluoromethyl-2,2,2-trifluoroacetophenone